2-methyl-4-((trimethylsilyl)ethynyl)-2H-1,2,3-triazole CN1N=CC(=N1)C#C[Si](C)(C)C